octadecen-5-ol C=CCCC(CCCCCCCCCCCCC)O